1-(benzenesulfonyl)-6-chloro-2-iodo-pyrrolo[3,2-c]pyridine C1(=CC=CC=C1)S(=O)(=O)N1C(=CC=2C=NC(=CC21)Cl)I